OC(C)(C)C1CC(C1)NC(=O)C=1C2=C(N=C(N1)N1C=NC=C1)C=NN2 N-((1r,3r)-3-(2-hydroxypropan-2-yl)cyclobutyl)-5-(1H-imidazol-1-yl)-1H-pyrazolo[4,3-d]pyrimidine-7-carboxamide